C(#C)C=1N=NN2C3=CC(=CC=C3N3C=NC(=C3CC12)C(=O)OCC)OC ethyl 5-ethynyl-16-methoxy-2,3,4,10,12-pentaazatetracyclo[11.4.0.02,6.08,12]heptadeca-1(17),3,5,8,10,13,15-heptaene-9-carboxylate